OC[C@@]1([C@]([C@@](O[C@@H]1CO)(N1C(=O)NC(=O)C=C1)CC1=CC=CC=C1)(O)OCC1=CC=CC=C1)O hydroxymethyl-benzyloxybenzyl-uridine